[Cl-].C(C)(C)[NH2+]C(C)C diisopropylammonium chloride salt